ClC1=NC=C(C(=N1)C1=CNC2=CC(=CC=C12)F)C(F)(F)F 3-(2-chloro-5-(trifluoromethyl)pyrimidin-4-yl)-6-fluoro-1H-indole